O[C@H]1C=C(C[C@@H]([C@H]1O)O)C(=O)O (3S,4R,5S)-3,4,5-trihydroxycyclohex-1-ene-1-carboxylic acid